2-(4,4-difluorocyclohexyl)-1-(2-(piperazin-1-yl)-7,8-dihydro-1,6-naphthyridin-6(5H)-yl)ethan-1-one FC1(CCC(CC1)CC(=O)N1CC=2C=CC(=NC2CC1)N1CCNCC1)F